5-(3-(4-(3-chlorophenyl)piperazin-1-yl)propionyl)-N,N-dimethylindoline-1-carboxamide ClC=1C=C(C=CC1)N1CCN(CC1)CCC(=O)C=1C=C2CCN(C2=CC1)C(=O)N(C)C